(S)-6-(bromomethyl)-4-(3,4-difluorophenyl)-2-(thiazole-2-yl)-1,4-dihydropyrimidine-5-carboxylic acid ethyl ester C(C)OC(=O)C=1[C@@H](N=C(NC1CBr)C=1SC=CN1)C1=CC(=C(C=C1)F)F